3-(6-oxa-3-azabicyclo[3.1.1]heptan-3-yl)-8-methyl-N-((R)-1-(3-(trifluoromethyl)phenyl)ethyl)pyrido[2,3-d]pyridazin-5-amine C12CN(CC(O1)C2)C2=CC=1C(=C(N=NC1N[C@H](C)C1=CC(=CC=C1)C(F)(F)F)C)N=C2